pyridoxine dicaprylate C(CCCCCCC)(=O)O.C(CCCCCCC)(=O)O.N1=C(C)C(O)=C(CO)C(CO)=C1